2,6-dichloro-N-(furan-2-ylmethyl)-N-(3-hydroxy-4-methoxybenzyl)benzamide ClC1=C(C(=O)N(CC2=CC(=C(C=C2)OC)O)CC=2OC=CC2)C(=CC=C1)Cl